Methyl 4-[(1S)-1-[[8,8-dimethyl-7-(2-phenoxyethylamino)-2-oxabicyclo[4.2.0]octane-7-carbonyl]amino]ethyl]benzoate CC1(C(C2CCCOC12)(C(=O)N[C@@H](C)C1=CC=C(C(=O)OC)C=C1)NCCOC1=CC=CC=C1)C